N1=C(C=NC=C1)N1C[C@H](CCC1)NC(OC(C)(C)C)=O (S)-tert-butyl (1-(pyrazin-2-yl)piperidin-3-yl)carbamate